Tert-butyl 4-(6-(5-amino-6-(difluoromethoxy)pyridin-3-yl)quinazolin-4-yl)piperazine-1-carboxylate NC=1C=C(C=NC1OC(F)F)C=1C=C2C(=NC=NC2=CC1)N1CCN(CC1)C(=O)OC(C)(C)C